N-Fluorenylmethoxycarbonyl-glycine C1(=CC=CC=2C3=CC=CC=C3CC12)COC(=O)NCC(=O)O